(R)-2-(benzyloxy)-4-(N-(4-cyclohexylbenzyl)-1-((perfluorophenyl)sulfonyl)-pyrrolidine-2-carboxamido)benzoyl chloride C(C1=CC=CC=C1)OC1=C(C(=O)Cl)C=CC(=C1)N(C(=O)[C@@H]1N(CCC1)S(=O)(=O)C1=C(C(=C(C(=C1F)F)F)F)F)CC1=CC=C(C=C1)C1CCCCC1